C(C1=CC=CC=C1)NC(N(C1=NC=C(C=C1)C=1C=NN(C1)C)[C@@H]1CC[C@H](CC1)NC1=NC=C(C(=N1)N1CC2=CC=NC=C2CC1)C(F)(F)F)=O 3-benzyl-1-(trans-4-((4-(3,4-dihydro-2,6-naphthyridine-2(1H)-yl)-5-(trifluoromethyl)-pyrimidin-2-yl)amino)-cyclohexyl)-1-(5-(1-methyl-1H-pyrazol-4-yl)pyridin-2-yl)urea